(5-(((cis)-2-(3-(4-meth-ylpyrimidin-2-yl)azetidin-1-yl)cyclohexyl)oxy)-1-oxoisoindolin-2-yl)piperidine-2,6-dione CC1=NC(=NC=C1)C1CN(C1)[C@@H]1[C@@H](CCCC1)OC=1C=C2CN(C(C2=CC1)=O)N1C(CCCC1=O)=O